C(C=C)(=O)OC(CO)(C)O 2-acryloyloxypropylene glycol